tert-butyl 5-(8-bromoisoquinolin-3-yl)-3-fluoropicolinate BrC=1C=CC=C2C=C(N=CC12)C=1C=C(C(=NC1)C(=O)OC(C)(C)C)F